COC1=C(C=CC=C1)C1=CC=2C=NN(C(C2CC1)=O)C1=NC=CC=C1 6-(2-methoxyphenyl)-2-(pyridin-2-yl)-7,8-dihydro-phthalazin-1(2H)-one